1,4-dimethyl-6,7-dihydro-5H-cyclopenta[d]pyridazin CC1=NN=C(C2=C1CCC2)C